4-(2,6-Dichlorophenyl)-5-methyl-2-(3-thienylmethyl)imidazole ClC1=C(C(=CC=C1)Cl)C=1N=C(NC1C)CC1=CSC=C1